(S)-N-((4-ethyl-8-fluoro-4-hydroxy-9-methyl-3,14-dioxo-3,4,12,14-tetrahydro-1H-pyrano[3',4':6,7]indolizino[1,2-b]quinolin-11-yl)methyl)-4-nitrobenzenesulfonamide C(C)[C@]1(C(OCC=2C(N3CC=4C(=NC=5C=C(C(=CC5C4CNS(=O)(=O)C4=CC=C(C=C4)[N+](=O)[O-])C)F)C3=CC21)=O)=O)O